C(CCCCC)N1C[C@@H](NC2=CC=CC=C12)C1=CC=CC=C1 (S)-1-hexyl-3-phenyl-1,2,3,4-tetrahydroquinoxaline